FC=1C=C2[C@@H]3CCCN3C=3C=CN4N=CC(NC(CCCC2=CC1)=O)=C4N3 (6S)-9-fluoro-2,17,20,21,24-pentaazapentacyclo[16.5.2.02,6.07,12.021,25]pentacosane-1(24),7,9,11,18(25),19,22-heptaene-16-one